4-[2-(4-chloro-3-fluorophenoxy)acetamido]-N-[(5-fluoropyridin-3-yl)methyl]-2-hydroxybicyclo[2.2.2]octane-1-carboxamide ClC1=C(C=C(OCC(=O)NC23CC(C(CC2)(CC3)C(=O)NCC=3C=NC=C(C3)F)O)C=C1)F